CO[C@H]1[C@@H](CN(C1)C1=NC=2[C@H](CN(CC2C=C1)C1=C2C(=NC(=C1)C)N(N=C2)C)C)N (3R,4R)-4-methoxy-1-[(8S)-6-(1,6-dimethylpyrazolo[3,4-b]pyridin-4-yl)-8-methyl-7,8-dihydro-5H-1,6-naphthyridin-2-yl]pyrrolidin-3-amine